1,1'-[oxybis[(1-oxo-2,1-ethanediyl)oxy]]bis-2,5-pyrrolidinedione O(CC(=O)ON1C(CCC1=O)=O)CC(=O)ON1C(CCC1=O)=O